CN(C1CCC(CC1)NC=1C=CC=2C(=NC(=CN2)NCC2=CC=C3C=CNC3=C2)N1)C 6-N-[4-(dimethylamino)cyclohexyl]-3-N-(1H-indol-6-ylmethyl)pyrido[2,3-b]pyrazine-3,6-diamine